5-(4-(6-(((R)-1-(3-fluorophenyl)piperidin-3-yl)amino)pyrimidin-4-yl)piperazin-1-yl)pentanamide FC=1C=C(C=CC1)N1C[C@@H](CCC1)NC1=CC(=NC=N1)N1CCN(CC1)CCCCC(=O)N